(S)-(5-(1,3-dimethyl-1H-pyrazol-4-yl)-1,3,4-oxadiazol-2-yl)(4-(4-fluoropyrazolo[1,5-a]pyridin-2-yl)-6,7-dihydro-1H-imidazo[4,5-c]pyridin-5(4H)-yl)methanone CN1N=C(C(=C1)C1=NN=C(O1)C(=O)N1[C@@H](C2=C(CC1)NC=N2)C2=NN1C(C(=CC=C1)F)=C2)C